FC1=C(C=CC=C1O)CN(CC(=O)NO)CC1=C(C(=CC=C1)O)F 2-[bis[(2-fluoro-3-hydroxy-phenyl)methyl]-amino]ethanehydroxamic acid